Sodium 2-(tert-butyl)-2-methylmalonate C(C)(C)(C)C(C(=O)[O-])(C(=O)[O-])C.[Na+].[Na+]